ClCC(=O)O.C=CC propylene Chloroacetate